4,4'-di(4-aminophenoxy)biphenyl NC1=CC=C(OC2=CC=C(C=C2)C2=CC=C(C=C2)OC2=CC=C(C=C2)N)C=C1